OC1=CC=C(C=C1)S(=O)(=O)N1CCC(CCC1)C=1C=C(C(=NC1)C(=O)NCC(=O)O)O (5-(1-((4-hydroxyphenyl)sulfonyl)-azepan-4-yl)-3-hydroxy-pyridine-2-carbonyl)glycine